C(C)(C)[C@@H]1N(CCN(C1)C)CC1=CC(=C2CN(C(C2=C1)=O)C1=NC(=CC(=C1)C1(CCC1)CC1=NN=CN1C)NC(C)C)C(F)(F)F (S)-6-((2-isopropyl-4-methylpiperazin-1-yl)methyl)-2-(6-(isopropylamino)-4-(1-((4-methyl-4H-1,2,4-triazol-3-yl)methyl)cyclobutyl)pyridin-2-yl)-4-(trifluoromethyl)isoindolin-1-one